ClC1=CC=C(C=C1)C1=N[C@H](C=2N(C3=C1C(=C(S3)C)C)C(=NN2)C)CC(=O)O[C@@H](C)C2=CC=C(C(=O)OC)C=C2 methyl 4-((S)-1-(2-((S)-4-(4-chlorophenyl)-2,3,9-trimethyl-6H-thieno[3,2-f][1,2,4]triazolo[4,3-a][1,4]diazepin-6-yl)acetoxy)ethyl)benzoate